1-benzoyl-6-bromo-5-chloro-1H-pyrrolo[2,3-b]pyridine C(C1=CC=CC=C1)(=O)N1C=CC=2C1=NC(=C(C2)Cl)Br